(S,E)-7-(1-(3,4-Difluorobenzyl)piperidin-3-yl)-2-methyl-3-styrylpyrazolo[1,5-a]pyrimidine FC=1C=C(CN2C[C@H](CCC2)C2=CC=NC=3N2N=C(C3\C=C\C3=CC=CC=C3)C)C=CC1F